ClC=1SC=C(N1)C(C(=O)[O-])(F)F (2-chloro-1,3-thiazol-4-yl)(difluoro)acetate